(R)-3-(5-fluoropyrimidin-2-yl)-5-(4-(methylsulfonyl)piperazin-2-yl)benzonitrile FC=1C=NC(=NC1)C=1C=C(C#N)C=C(C1)[C@H]1NCCN(C1)S(=O)(=O)C